7-methoxy-N,N-dimethyl-6-(4,4,5,5-tetramethyl-1,3,2-dioxaborolan-2-yl)quinolin-2-amine COC1=C(C=C2C=CC(=NC2=C1)N(C)C)B1OC(C(O1)(C)C)(C)C